2-(9-(3-((tert-butyldimethylsilyl)oxy)propyl)-3,9-diazaspiro[5.5]undecan-3-yl)propane-1,3-diyl bis(2-heptyl-nonanoate) C(CCCCCC)C(C(=O)OCC(COC(C(CCCCCCC)CCCCCCC)=O)N1CCC2(CC1)CCN(CC2)CCCO[Si](C)(C)C(C)(C)C)CCCCCCC